FC=1C=2CCC2C(=C2CCC12)NC(=O)N[S@](=O)(=NC(C1=CC=CC=C1)(C1=CC=CC=C1)C1=CC=CC=C1)C=1C=NN2C1O[C@@](C2)(C)CO (R,2R)-N-((7-fluorotricyclo[6.2.0.03,6]deca-1,3(6),7-trien-2-yl)carbamoyl)-2-(hydroxymethyl)-2-methyl-N'-trityl-2,3-dihydropyrazolo[5,1-b]oxazole-7-sulfonimidamide